O[C@H]1[C@@H](O[C@@H]([C@H]1O)CO)N1C=NC(=C1C)NC(=N)N 1-(1-((2R,3R,4S,5R)-3,4-dihydroxy-5-(hydroxymethyl)tetrahydrofuran-2-yl)-5-methyl-1H-imidazol-4-yl)guanidine